FC1=CC=CC=2N=C(SC21)[C@H]2N(CCC1=C2N=CN1)C(=O)C=1OC(=NN1)C1=NC=CC=C1 (S)-(4-(7-fluorobenzo[d]thiazol-2-yl)-6,7-dihydro-1H-imidazo[4,5-c]pyridin-5(4H)-yl)(5-(pyridin-2-yl)-1,3,4-oxadiazol-2-yl)methanone